C1(CCC=2C(=CC=CC12)N)N indan-1,4-diamine